(E)-ethyl 5-amino-5-methylhex-2-enoate hydrochloride Cl.NC(C/C=C/C(=O)OCC)(C)C